C1=CC=CCCCC(CCCC1)=O 8-Cyclododecandienon